6-bromo-1-(3-((2R,3S)-3-hydroxypiperidin-2-yl)propyl)-1H-benzo[d]imidazol-2(3H)-one dihydrochloride Cl.Cl.BrC=1C=CC2=C(N(C(N2)=O)CCC[C@H]2NCCC[C@@H]2O)C1